C(#N)[C@@H](CCC=C)S(=O)(=O)N(CC1=CC=C(C=C1)OC)CC1=CC=C(C=C1)OC (1R)-1-CYANO-N,N-BIS(4-METHOXYBENZYL)-4-PENTENE-1-SULFONAMIDE